4-(1-(difluoromethyl)-1H-pyrazol-4-yl)-7-isopropyl-11-oxo-2,6,7,11-tetrahydro-1H-furo[2,3-H]pyrido[2,1-a]isoquinoline-10-carboxylic acid FC(N1N=CC(=C1)C1=CC=2CC(N3C(C2C2=C1OCC2)=CC(C(=C3)C(=O)O)=O)C(C)C)F